FC1=C(C=CC=C1)N1CC(CN(S1(=O)=O)CC(=O)NC1C2CC3(CC(CC1C3)C2)C(=O)N)OC2OCCCC2 4-(2-(6-(2-fluorophenyl)-1,1-dioxido-4-((tetrahydro-2H-pyran-2-yl)oxy)-1,2,6-thiadiazinan-2-yl)acetamido)adamantan-1-carboxamide